2-(4-methanesulfonyl-2-nitrobenzoyl)cyclohexane-1,3-dione methyl-2-azabicyclo[2.2.2]octane-4-carboxylate trifluoroacetate FC(C(=O)O)(F)F.COC(=O)C12CNC(CC1)CC2.CS(=O)(=O)C2=CC(=C(C(=O)C1C(CCCC1=O)=O)C=C2)[N+](=O)[O-]